1-((3-exo)-3-((7-chloro-1,6-naphthyridin-5-yl)amino)-8-azabicyclo[3.2.1]octan-8-yl)-2,2-difluoroethane-1-one ClC1=NC(=C2C=CC=NC2=C1)NC1CC2CCC(C1)N2C(C(F)F)=O